1-(2-furyl)ethanone 2-(2-(((2R,4R)-1-(1H-Imidazole-1-carbonyl)-4-((4-(nonanoyloxy)-3-((nonanoyloxy)methyl)butanoyl)oxy)pyrrolidin-2-yl)methoxy)-2-oxoethyl)propane-1,3-diyl-dinonanoate N1(C=NC=C1)C(=O)N1[C@H](C[C@H](C1)OC(CC(COC(CCCCCCCC)=O)COC(CCCCCCCC)=O)=O)COC(CC(CCCCCCCCCC(=O)O)CCCCCCCCCC(=O)O)=O.O1C(=CC=C1)C(C)=O